7-bromo-4-chloro-6-methyl-pyrazolo[1,5-a]pyrazine BrC1=C(N=C(C=2N1N=CC2)Cl)C